3-(3-Cyano-4-fluorophenyl)-1-(3-methoxybicyclo[1.1.1]pent-1-yl)-1-((5-(trifluoromethyl)-1H-pyrazol-3-yl)methyl)urea C(#N)C=1C=C(C=CC1F)NC(N(CC1=NNC(=C1)C(F)(F)F)C12CC(C1)(C2)OC)=O